N[C@H]1[C@@H](C1)C1=CC=C(C=C1)NC(C(C(C1=CC=CC=C1)C1=CC=CC=C1)NC(OCC1=CC=CC=C1)=O)=O trans-benzyl 1-(4-(2-aminocyclopropyl)phenylamino)-1-oxo-3,3-diphenylpropan-2-ylcarbamate